NCCCNCCCCCNCCCN 1,13-diamino-4,10-diazatridecane